2,2'-((6-(bis(2-methoxyethyl)amino)-4,8-bis(4-methoxypiperidin-1-yl)pyrimido[5,4-d]pyrimidin-2-yl)azanediyl)diethanol COCCN(C=1N=C(C=2N=C(N=C(C2N1)N1CCC(CC1)OC)N(CCO)CCO)N1CCC(CC1)OC)CCOC